NC1=CC(=CNC1=O)[C@H]1CN(CCC1(F)F)[C@H](C(=O)NC1=NC=C(C=C1)OCC1CC1)C (S)-2-((S)-3-(5-amino-6-oxo-1,6-dihydropyridin-3-yl)-4,4-difluoropiperidin-1-yl)-N-(5-(cyclopropylmethoxy)pyridin-2-yl)propanamide